N-[3-(phenylmethylcarbamoyl)-4-chlorophenyl]-1-methyl-3-(pentafluoroethyl)-4-(trifluoromethyl)-1H-pyrazole-5-carboxamide C1(=CC=CC=C1)CNC(=O)C=1C=C(C=CC1Cl)NC(=O)C1=C(C(=NN1C)C(C(F)(F)F)(F)F)C(F)(F)F